(R)-2-(1-(5-(5-((((3,3-difluorocyclobutyl)(methyl)carbamoyl)oxy)methyl)-1-methyl-1H-1,2,3-triazol-4-yl)-3-ethylpyrazin-2-yl)piperidin-3-yl)acetic acid FC1(CC(C1)N(C(=O)OCC1=C(N=NN1C)C=1N=C(C(=NC1)N1C[C@H](CCC1)CC(=O)O)CC)C)F